tert-butyl 4-(4-aminophenyl)-1,4-diazepane-1-carboxylate NC1=CC=C(C=C1)N1CCN(CCC1)C(=O)OC(C)(C)C